3-(4-((3-aminopropyl)thio)-1-oxoisoindolin-2-yl)piperidine-2,6-dione NCCCSC1=C2CN(C(C2=CC=C1)=O)C1C(NC(CC1)=O)=O